Cl.NC(C[C@@H](C#C)NC(=O)[C@H]1NCCC1)=O (2S)-N-[(1S)-1-(2-amino-2-oxo-ethyl)prop-2-ynyl]pyrrolidine-2-carboxamide hydrochloride